C(C)(C)(C)OC(=O)N[C@@H](CC1=CC=C(C=C1)B(O)O)C(=O)O (S)-N-tert-butoxycarbonyl-4-dihydroxyboryl-L-phenylalanine